1-isopropyl-4-methyl-N-(1-(3,4,5-trimethoxyphenyl)-1H-imidazol-4-yl)-1H-pyrazolo[3,4-d]pyrimidin-6-amine C(C)(C)N1N=CC=2C1=NC(=NC2C)NC=2N=CN(C2)C2=CC(=C(C(=C2)OC)OC)OC